(7-((5-(1,1-difluoroethyl)pyridin-2-yl)oxy)-2-azaspiro[3.5]Non-2-yl)((1s,3s)-3-hydroxy-3-methylcyclobutyl)methanone FC(C)(F)C=1C=CC(=NC1)OC1CCC2(CN(C2)C(=O)C2CC(C2)(C)O)CC1